OC1=C(C=CC(=C1)O)C(CC1=CC=CC=C1)=O 1-(2,4-dihydroxyphenyl)-2-phenylethan-1-one